(4R)-N-{6,7-dimethoxy-1H,2H,3H-cyclopenta[b]quinolin-9-yl}-1-methylazepan-4-amine COC=1C(=CC=2C(=C3C(=NC2C1)CCC3)N[C@H]3CCN(CCC3)C)OC